4-((6-hydroxyhexyl)oxy)-2,2,6,6-tetramethylpiperidine OCCCCCCOC1CC(NC(C1)(C)C)(C)C